1-[(1E)-1-propen-1-yl]-2-pyrrolidone C(=C\C)/N1C(CCC1)=O